ClC1=NC(=CC=C1NS(=O)(=O)C1=CNC(=C1)C1=CC=CC=C1)C N-(2-chloro-6-methyl-3-pyridyl)-5-phenyl-1H-pyrrole-3-sulfonamide